ClC1=CC=C(C=C1)[C@@]1(CC[C@@H]2N(CCNC2)C1)O (7R,9aS)-7-(4-chlorophenyl)-1,2,3,4,6,8,9,9a-octahydropyrido[1,2-a]pyrazin-7-ol